1-(4,4-difluorocyclohexyl)-6-(((6-nitrobenzo[d]oxazol-2-yl)methyl)thio)-1,5-dihydro-4H-pyrazolo[3,4-d]pyrimidin-4-one FC1(CCC(CC1)N1N=CC2=C1N=C(NC2=O)SCC=2OC1=C(N2)C=CC(=C1)[N+](=O)[O-])F